[W]=[Te] tungsten-telluride